3-(tert-butyl)-1-(3-hydroxypropyl)-1-(1-methylpiperidin-4-yl)thiourea C(C)(C)(C)NC(N(C1CCN(CC1)C)CCCO)=S